iodopropynyl butylcarbamate (Iodopropynylbutyl carbamate) ICC#CN(C(O)=O)CCCC.C(CCC)NC(OC#CCI)=O